N-(4-aminocyclohexyl)-4-[2-chloro-4-[[3-[3-(trifluoromethyl)-1H-pyrazol-4-yl]imidazo[1,2-a]pyrazin-8-yl]amino]benzoyl]piperazine-1-carboxamide NC1CCC(CC1)NC(=O)N1CCN(CC1)C(C1=C(C=C(C=C1)NC=1C=2N(C=CN1)C(=CN2)C=2C(=NNC2)C(F)(F)F)Cl)=O